2,2'-methylenebis(4-methyl-6-tert-butylphenol) monoacrylate C(C=C)(=O)OC1=C(C=C(C=C1C(C)(C)C)C)CC1=C(C(=CC(=C1)C)C(C)(C)C)O